5-methyl-6-(4-(4-methylpiperazin-1-yl)piperidin-1-yl)pyridin CC=1C=CC=NC1N1CCC(CC1)N1CCN(CC1)C